1-((2R,5S)-4-((R)-7-(3-amino-5-methyl-1H-indazol-4-yl)-6-chloro-8-fluoro-2-(2-morpholinoethoxy)quinazolin-4-yl)-2,5-dimethylpiperazin-1-yl)prop-2-en-1-one NC1=NNC2=CC=C(C(=C12)C1=C(C=C2C(=NC(=NC2=C1F)OCCN1CCOCC1)N1C[C@H](N(C[C@@H]1C)C(C=C)=O)C)Cl)C